Butyrylaminocaproic acid C(CCC)(=O)NC(C(=O)O)CCCC